S(=O)(=O)(O)C1=CC=C(C)C=C1.C(C(C)C)[C@H]1[C@@H](C[C@H]2N(CCC3=CC(=C(C=C23)OC)OC)C1)OC([C@H](C(C)C)N)=O (S)-2-amino-3-methyl-butyric acid (2R,3R,11bR)-3-isobutyl-9,10-dimethoxy-1,3,4,6,7,11b-hexahydro-2H-pyrido[2,1-a]isoquinolin-2-yl ester tosylate salt